N-dodecyl-aminopropionic acid sodium salt [Na+].C(CCCCCCCCCCC)NC(C(=O)[O-])C